tert-butyl (E)-4-(5-(3-amino-2-((4-((2-amino-6-methoxy-4-(methoxycarbonyl)phenyl)amino)but-2-en-1-yl)amino)-5-carbamoylphenoxy)-2-methylpent-3-yn-2-yl)piperazine-1-carboxylate NC=1C(=C(OCC#CC(C)(C)N2CCN(CC2)C(=O)OC(C)(C)C)C=C(C1)C(N)=O)NC\C=C\CNC1=C(C=C(C=C1OC)C(=O)OC)N